C(C)OC(=O)C1=C(C(=NN1C)C)C=C 1,3-dimethyl-4-vinyl-1H-pyrazole-5-carboxylic acid ethyl ester